1-Bromotetradeca-1-yne BrC#CCCCCCCCCCCCC